4-(3-(2-ethoxypyridin-3-yl)pyrazolo[1,5-a]pyrimidin-5-yl)-1-isopentylpyridin-2(1H)-one C(C)OC1=NC=CC=C1C=1C=NN2C1N=C(C=C2)C2=CC(N(C=C2)CCC(C)C)=O